(4-((3-(7-(((3S,4R)-3-fluoro-1-methylpiperidin-4-yl)amino)-3-(2,2,2-trifluoroethyl)benzo[b]thiophen-2-yl)prop-2-yn-1-yl)amino)-3-(trifluoromethyl)phenyl)dimethylphosphine oxide F[C@H]1CN(CC[C@H]1NC1=CC=CC2=C1SC(=C2CC(F)(F)F)C#CCNC2=C(C=C(C=C2)P(C)(C)=O)C(F)(F)F)C